Ethyl-[(1,5-diphenyl-1H-pyrazol-3-yl)oxy] acetat C(C)(=O)OOC1=NN(C(=C1CC)C1=CC=CC=C1)C1=CC=CC=C1